ClC1=C(C=CC(=C1)Cl)N1N=C(N(C1)C(F)F)C 2-(2,4-dichlorophenyl)-4-difluoromethyl-5-methyl-2,4-dihydro-[1,2,4]triazole